P(OCCCCCCCCCCCCCCCCCCCCCC)([O-])[O-] docosyl phosphite